ClC1=C(CC2=C(C(=CC3=C2NC(=NS3(=O)=O)NCC3=NC=CC=C3O)F)F)C=CC=C1 5-(2-chlorobenzyl)-6,7-difluoro-3-(((3-hydroxypyridin-2-yl)methyl)amino)-4H-benzo[e][1,2,4]thiadiazine 1,1-dioxide